(8-(4-(Trifluoromethyl)phenyl)-[1,2,4]triazolo[4,3-a]pyrazin-6-yl)methanamine hydrochloride Cl.FC(C1=CC=C(C=C1)C=1C=2N(C=C(N1)CN)C=NN2)(F)F